FC(OC1=C(C=CC(=C1F)[N+](=O)[O-])F)F 2-(difluoromethoxy)-1,3-difluoro-4-nitrobenzene